CN1C(=NN=C1)[C@@H](C=1C=C(C=CC1)N1C(C2=CC(=CC(=C2C1)C(F)(F)F)CNC1(CC1)C)=O)C1COC1 (R)-2-(3-((4-methyl-4H-1,2,4-triazol-3-yl)(oxetan-3-yl)methyl)phenyl)-6-(((1-methylcyclopropyl)amino)methyl)-4-(trifluoromethyl)isoindolin-1-one